N-(7-benzyl-4-chloro-5,6,7,8-tetrahydro-1,7-naphthyridin-3-yl)-2-ethoxyacetamide C(C1=CC=CC=C1)N1CCC=2C(=C(C=NC2C1)NC(COCC)=O)Cl